NC1(NC(=CC(=N1)N)O)C1=CC=CC=C1COC(=O)N1C(CC(CC1)=C)C1=CC=C(C=C1)C(=O)OC.C1(=CC=CC=C1)C=1C2=CC=CC=C2C(=C2C=CC=CC12)C1=CC=C(C=C1)C1=CC=C(C=C1)C1(C2=CC=CC=C2C=2C=CC=CC12)C1=CC=CC=C1 9-phenyl-10-{4-(9-phenyl-9H-fluoren-9-yl)biphenyl-4'-yl}anthracene 2,4-diamino-6-hydroxy-pyrimidinebenzyl-2-(4-(methoxycarbonyl)phenyl)-4-methylenepiperidine-1-carboxylate